ClC1=CC=C2C(=CNC2=C1)S(=O)(=O)NC1=CC=C(C2=NSN=C21)C#N 6-chloro-N-(7-cyano-2,1,3-benzothiadiazol-4-yl)-1H-indole-3-sulfonamide